COC(C1=C(C=C(C=C1OC)C1(CC1)C#N)Cl)=O 2-chloro-4-(1-cyanocyclopropyl)-6-methoxybenzoic acid methyl ester